2-(1-acetyl-1H-indazol-4-yl)-2-(piperidin-4-ylidene)acetonitrile hydrochloride salt Cl.C(C)(=O)N1N=CC2=C(C=CC=C12)C(C#N)=C1CCNCC1